1-(2-Amino-5-chlorobenzo[d]thiazol-6-yl)-3-(4-chlorophenyl)-1-[2-(2-oxopyrrolidin-1-yl)ethyl]urea NC=1SC2=C(N1)C=C(C(=C2)N(C(=O)NC2=CC=C(C=C2)Cl)CCN2C(CCC2)=O)Cl